N-[2-[[(2R)-2-amino-5-guanidino-pentanoyl]amino]ethyl]-4-[[3-[4-(cyanomethoxy)-2,3-difluorophenyl]imidazo[1,2-a]pyrazin-8-yl]amino]-2-ethylbenzamide formate C(=O)O.N[C@@H](C(=O)NCCNC(C1=C(C=C(C=C1)NC=1C=2N(C=CN1)C(=CN2)C2=C(C(=C(C=C2)OCC#N)F)F)CC)=O)CCCNC(=N)N